Boc-(3S)-1,2,3,4-tetrahydro-beta-carboline C(=O)(OC(C)(C)C)C1NCCC=2C3=CC=CC=C3NC12